3-(4-(5-chloro-3-fluoro-pyridin-2-yl)-1-(4-chloro-benzyl)-3,6-dioxopiperazin-2-yl)bicyclo[1.1.1]pentane-1-carboxamide ClC=1C=C(C(=NC1)N1C(C(N(C(C1)=O)CC1=CC=C(C=C1)Cl)C12CC(C1)(C2)C(=O)N)=O)F